5-pentylfuran-2(5H)-one C(CCCC)C1C=CC(O1)=O